2-hydroxy-N-Tris(hydroxymethyl)methyl-3-aminopropanesulfonic acid OC(CS(=O)(=O)O)CNC(CO)(CO)CO